methyl 2-(4-(((5-(3-fluoro-4-(trifluoromethyl)phenyl)-1,3,4-thiadiazol-2-yl)methyl)thio)-2-methylphenoxy)acetate FC=1C=C(C=CC1C(F)(F)F)C1=NN=C(S1)CSC1=CC(=C(OCC(=O)OC)C=C1)C